Tert-butyl (2-(6-phenylimidazo[2,1-b]thiazole-5-carboxamido)ethyl)carbamate C1(=CC=CC=C1)C=1N=C2SC=CN2C1C(=O)NCCNC(OC(C)(C)C)=O